1-allyl 31-(2-cyanoethyl) 16-(tert-butoxycarbonyl)-13,19-dimethyl-14,18-dioxo-4,7,10,22,25,28-hexaoxa-13,16,19-triazahentriacontanedioate C(C)(C)(C)OC(=O)N(CC(N(CCOCCOCCOCCC(=O)OCC=C)C)=O)CC(N(CCOCCOCCOCCC(=O)OCCC#N)C)=O